4-(5-chloro-2-nitrophenyl)-2,5-dimethoxypyridine ClC=1C=CC(=C(C1)C1=CC(=NC=C1OC)OC)[N+](=O)[O-]